trans-2-[4-[2-[(1S)-1-hydroxyethyl]-6-(methylamino)imidazo[4,5-c]pyridin-1-yl]cyclohexyl]acetonitrile O[C@@H](C)C=1N(C2=C(C=NC(=C2)NC)N1)[C@@H]1CC[C@H](CC1)CC#N